N-(4-((2-amino-3-cyclopropylpyridin-4-yl)oxy)-3,5-difluorophenyl)-1-(pyrimidin-2-yl)-5-(Trifluoromethyl)-1H-pyrazole-4-carboxamide NC1=NC=CC(=C1C1CC1)OC1=C(C=C(C=C1F)NC(=O)C=1C=NN(C1C(F)(F)F)C1=NC=CC=N1)F